cyclohexyl-6-bromo-2,3-dihydrobenzo[d]thiazole C1(CCCCC1)C1SC2=C(N1)C=CC(=C2)Br